OC1=C(C=C(C=C1C(CC(C)(C)C)(C)C)C(C1=CC=CC=C1)(C)C)N1N=C2C(=N1)C=CC=C2 2-[2'-hydroxy-3'-(1,1,3,3-tetramethylbutyl)-5'-(α,α-dimethyl-benzyl)phenyl]benzotriazole